C(C)(C)(C)OC(=O)N1C(CC(C1)CC)C=1N=C2N(C=C(N=C2)NC(=O)C2=CC=C3C(=NN(C3=C2)C)C)C1.C1(=CC=CC=C1)N(C1=CC=C(C=C1)C1=CC=C(C=C1)N(C1=CC=CC=C1)C1=CC=CC=C1)C1=CC=CC=C1 4,4'-bis(diphenylamino)biphenyl tert-butyl-2-[6-(1,3-dimethylindazole-6-amido)imidazo[1,2-a]pyrazin-2-yl]-4-ethylpyrrolidine-1-carboxylate